ClC1=C(C(=C(C=C1OC)OC)Cl)N(C(=O)N(C1=NC=NC(=C1)NC1=CC=C(C=C1)N1CCNCC1)C)C 1-(2,6-Dichloro-3,5-dimethoxyphenyl)-1,3-dimethyl-3-(6-((4-(piperazin-1-yl)phenyl)amino)pyrimidin-4-yl)urea